N-[2-(5-Hydroxy-1-Propyl-1H-indol-3-yl)ethyl]acetamide OC=1C=C2C(=CN(C2=CC1)CCC)CCNC(C)=O